Cl.C(C=C)C1CNCC1 3-(prop-2-en-1-yl)pyrrolidine hydrochloride